ClC1=C(C(=O)NC2=NC=C(C=C2C)C#CC2=CC=CC=C2)C=C(C=C1)C=1C=NN(C1)C1COCC1 2-chloro-N-(3-methyl-5-(phenylethynyl)pyridin-2-yl)-5-(1-(tetrahydrofuran-3-yl)-1H-pyrazol-4-yl)benzamide